ClC1=CC=C(N=N1)NC1CC(C1)O 3-((6-Chloropyridazin-3-yl)amino)cyclobutan-1-ol